FC(N1N=CC=C1C(=O)N1[C@@H](C2=C(CC1)NC=N2)C2=NN1C(C=CC(=C1)C(F)(F)F)=C2)F (S)-(1-(difluoromethyl)-1H-pyrazol-5-yl)(4-(6-(trifluoromethyl)pyrazolo[1,5-a]pyridin-2-yl)-6,7-dihydro-1H-imidazo[4,5-c]pyridin-5(4H)-yl)methanone